((7-(1-methyl-5-(2-oxospiro[benzo[d][1,3]oxazin-4,1'-cyclopentane]-1(2H)-yl)-1H-pyrazol-4-yl)-4-oxo-3,4-dihydro-phthalazin-1-yl)methyl)carbamic acid tert-butyl ester C(C)(C)(C)OC(NCC1=NNC(C2=CC=C(C=C12)C=1C=NN(C1N1C(OC2(CCCC2)C2=C1C=CC=C2)=O)C)=O)=O